COCC1=C(N=C(S1)C=1C(=NC=CC1C)N)C1=NC=CC=C1C [5-(methoxymethyl)-4-(3-methylpyridin-2-yl)-1,3-thiazol-2-yl]-4-methylpyridin-2-amine